C(#N)C1=CC=C(C=2N1N=CC2)N2C[C@@H](O[C@@H](C2)C)C(=O)NC2CCN(CC2)C (2r,6r)-4-(7-cyanopyrazolo[1,5-a]pyridin-4-yl)-6-methyl-N-(1-methyl-4-piperidinyl)morpholine-2-carboxamide